ethyl 4-[2-[3-[1,3-benzodioxol-5-yl(methyl)carbamoyl]phenyl]-5-(trifluoromethyl)pyrazol-3-yl]oxycyclohexanecarboxylate O1COC2=C1C=CC(=C2)N(C(=O)C=2C=C(C=CC2)N2N=C(C=C2OC2CCC(CC2)C(=O)OCC)C(F)(F)F)C